1-(7-((tert-butyldiphenylsilyl)oxy)heptyl)-5-chloro-3-(tetrahydro-2H-pyran-4-yl)-3,4-dihydropyrimido[4,5-d]pyrimidin-2(1H)-one [Si](C1=CC=CC=C1)(C1=CC=CC=C1)(C(C)(C)C)OCCCCCCCN1C(N(CC=2C1=NC=NC2Cl)C2CCOCC2)=O